N6-[2-Amino-2-(4-fluorophenyl)ethyl]-N4-tert-butyl-1-methyl-pyrazolo[3,4-d]pyrimidine-4,6-diamine NC(CNC1=NC(=C2C(=N1)N(N=C2)C)NC(C)(C)C)C2=CC=C(C=C2)F